C(C)(C)C1=C(NC2=CC=C(C=C12)C(C(=O)N1CCNCC1)(C)C)C1=CC(=NC=C1)C 2-(3-isopropyl-2-(2-methylpyridin-4-yl)-1H-indol-5-yl)-2-methyl-1-(piperazin-1-yl)propan-1-one